2-(6-benzylsulfanyl-8-tetrahydropyran-4-yloxy-imidazo[1,5-a]pyridin-3-yl)-5-(difluoromethyl)-1,3,4-thiadiazole C(C1=CC=CC=C1)SC=1C=C(C=2N(C1)C(=NC2)C=2SC(=NN2)C(F)F)OC2CCOCC2